(1S,3S)-3-[8-(methoxycarbonyl)-3-[(2R)-1-phenylpropan-2-yl]-3H,6H,7H,8H,9H-imidazo[4,5-h]isoquinolin-2-yl]cyclohexane-1-carboxylic acid COC(=O)N1CC=2C3=C(C=CC2CC1)N(C(=N3)[C@@H]3C[C@H](CCC3)C(=O)O)[C@@H](CC3=CC=CC=C3)C